ClC1=C(C=CC=C1)[C@H]1[C@H](CN(C1)CC(CC)=O)C(=O)OCC ethyl (3R,4R)-4-(2-chlorophenyl)-1-(2-oxobutyl)pyrrolidine-3-carboxylate